1-(4-fluoro-3-methoxyphenyl)-5-(4-(methylsulfonyl)piperazin-1-yl)-1H-indazole FC1=C(C=C(C=C1)N1N=CC2=CC(=CC=C12)N1CCN(CC1)S(=O)(=O)C)OC